3-[(3R)-3-amino-8-fluoro-1,1,4-trioxo-5-[[4-(trifluoromethoxy)phenyl]methyl]-2,3-dihydro-1lambda6,5-benzothiazepin-7-yl]-N,N-dimethyl-1,2,4-oxadiazole-5-carboxamide N[C@H]1CS(C2=C(N(C1=O)CC1=CC=C(C=C1)OC(F)(F)F)C=C(C(=C2)F)C2=NOC(=N2)C(=O)N(C)C)(=O)=O